CS(=O)(=O)NC1=CC=C(C=C1)C1=C(C(=O)N)C=CC=N1 (4-(methylsulfonamido)phenyl)nicotinamide